5-ethyl-3-methylhept-4-en-1-yl 2-oxopropanoate O=C(C(=O)OCCC(C=C(CC)CC)C)C